2-((1-(4-(2-(2-aminopyridin-3-yl)-3H-imidazo[4,5-b]pyridin-3-yl)benzyl)piperidin-4-yl)oxy)isonicotinonitrile NC1=NC=CC=C1C1=NC=2C(=NC=CC2)N1C1=CC=C(CN2CCC(CC2)OC=2C=C(C#N)C=CN2)C=C1